1-bromo-3-chloro-5-(1-methylsulfonylmethyl)benzene BrC1=CC(=CC(=C1)CS(=O)(=O)C)Cl